[Pd](Cl)Cl.C1(=CC=CC=C1)P(C1=CC=CC=C1)[C-]1C=CC=C1.[C-]1(C=CC=C1)P(C1=CC=CC=C1)C1=CC=CC=C1.[Fe+2] [bis(diphenylphosphino)ferrocene] palladium (II) dichloride